[Si](C)(C)(C(C)(C)C)OC=1C=C(C(=O)O)C=C(C1O[Si](C)(C)C(C)(C)C)O[Si](C)(C)C(C)(C)C 3,4,5-tris(tert-butyldimethylsilyloxy)benzoic acid